2-((1H-pyrazol-3-yl)methyl)-6-((3,4-dihydro-2H-benzo[b][1,4]oxazin-6-yl)sulfonyl)phthalazin-1(2H)-one N1N=C(C=C1)CN1C(C2=CC=C(C=C2C=N1)S(=O)(=O)C1=CC2=C(OCCN2)C=C1)=O